NCC1=NNC(C2=CC(=C(C=C12)C=1C=NN(C1C1=C(C2=C(S1)C=CC=C2)C#N)C)[C@H]2OCC2)=O (S)-2-(4-(4-(aminomethyl)-7-(oxetan-2-yl)-1-oxo-1,2-dihydrophthalazin-6-yl)-1-methyl-1H-pyrazol-5-yl)benzo[b]thiophene-3-carbonitrile